C(C1=CC=CC=C1)(=O)NC=1C(C(=O)O)=CC=CC1 N-BENZOYLANTHRANILIC ACID